(1,1-dioxo-1,4-thiazinan-4-yl)-[4-nitro-2-(4-oxa-7-azaspiro[2.5]oct-7-yl)phenyl]methanone O=S1(CCN(CC1)C(=O)C1=C(C=C(C=C1)[N+](=O)[O-])N1CCOC2(CC2)C1)=O